benzofuranylBenzothiophene O1C(=CC2=C1C=CC=C2)C=2SC1=C(C2)C=CC=C1